5-(2-((2,3-dihydro-1H-inden-2-yl)amino)pyrimidin-5-yl)-N1,N1-dimethylbenzene-1,3-diamine C1C(CC2=CC=CC=C12)NC1=NC=C(C=N1)C=1C=C(C=C(C1)N(C)C)N